(2-chloropyrimidin-4-yl)-1H-indole ClC1=NC=CC(=N1)N1C=CC2=CC=CC=C12